O=C1NCC(N1)C(=O)O 2-Oxo-4-imidazolidinecarboxylic acid